6-[3-(difluoromethyl)-5-[1-(1,3-dioxoisoindolin-2-yl)ethyl]-1,2,4-triazol-1-yl]pyridine FC(C1=NN(C(=N1)C(C)N1C(C2=CC=CC=C2C1=O)=O)C1=CC=CC=N1)F